N-(1-acetyl-3,4-dihydro-2H-quinolin-7-yl)-2-(4-chlorophenyl)acetamide C(C)(=O)N1CCCC2=CC=C(C=C12)NC(CC1=CC=C(C=C1)Cl)=O